FC(C(=O)O)(F)F.CC1=NOC(=N1)C1CCNCC1 3-methyl-5-(piperidin-4-yl)-1,2,4-oxadiazole 2,2,2-trifluoroacetate